OC(C[NH-])(C)C (2-hydroxy-2-methylpropyl)-amid